7-(((2S,11aR)-6-Isopropoxy-8-methyl-2,3,11,11a-tetrahydro-1H,5H-benzo[f]pyrrolo[2,1-c][1,4]oxazepin-2-yl)oxy)-3,4-dihydroquinolin-2(1H)-one C(C)(C)OC1=CC(=CC2=C1CN1[C@@H](CO2)C[C@@H](C1)OC1=CC=C2CCC(NC2=C1)=O)C